N1(CCCCC1)C1CCN(CC1)C([C@@H](CC(=O)N1CCC(CC1)N1C(NC2=CC=CC=C2C1)=O)CC=1C=C2C=NNC2=C(C1)C)=O |r| (±)-1-[1,4']Bipiperidinyl-1'-yl-2-(7-methyl-1H-indazol-5-ylmethyl)-4-[4-(2-oxo-1,4-dihydro-2H-quinazolin-3-yl)-piperidin-1-yl]butane-1,4-dione